3-fluoro-5-[1-oxo-7-(trideuteriomethylsulfanyl)indan-4-yl]oxy-benzonitrile FC=1C=C(C#N)C=C(C1)OC1=C2CCC(C2=C(C=C1)SC([2H])([2H])[2H])=O